C1=CC=C(C(=C1)CC(=O)[O-])O The molecule is the monocarboxylic acid anion formed from (2-hydroxyphenyl)acetic acid by loss of a proton from the carboxy group; major microspecies at pH 7.3. It has a role as a human metabolite. It is a conjugate base of a (2-hydroxyphenyl)acetic acid.